(2R,3R,4R,5S)-2-(hydroxymethyl)-1-{[3-({[3-methanesulfonyl-5-(pyridazin-3-yl)phenyl]amino}methyl)phenyl]methyl}piperidine-3,4,5-triol OC[C@H]1N(C[C@@H]([C@H]([C@@H]1O)O)O)CC1=CC(=CC=C1)CNC1=CC(=CC(=C1)C=1N=NC=CC1)S(=O)(=O)C